C1(=CC=CC=C1)N1N=CC2=CC(=CC=C12)NC=1C2=C(N=CN1)C=CC(=N2)N2CC(C2)NC(OC(C)(C)C)=O tert-butyl N-[1-[4-[(1-phenylindazol-5-yl)amino]pyrido[3,2-d]pyrimidin-6-yl]azetidin-3-yl]carbamate